BrC1=C(C=CC(=C1)F)[C@H]([C@H]1CN2C(C=3N1N=CC(C3O)=O)=NC=C2)C2=C(C=CC=C2)C (S)-6-((R)-(2-bromo-4-fluorophenyl)(o-tolyl)methyl)-11-hydroxy-5,6-dihydro-10H-imidazo[2',1':3,4]pyrazino[1,2-b]pyridazin-10-one